C(CC)(=O)OC1=C(C=C(C=C1)C=CC)O 2-hydroxy-4-(1-propenyl)phenol propionate